ClC1=C(C=CC(=C1)Cl)C1(OCC(O1)COC1=CC=C(C=C1)N1CCN(CC1)C1=CC=C(C=C1)N1C(N(N=C1)CCCC#C)=O)CN1N=CN=C1 4-[4-[4-[4-[[2-(2,4-Dichlorophenyl)-2-(1H-1,2,4-triazol-1-ylmethyl)-1,3-dioxolan-4-yl]methoxy]phenyl]-1-piperazinyl]phenyl]-2,4-dihydro-2-(pent-4-ynyl)-3H-1,2,4-triazol-3-one